NC1=C2C(=NC=N1)N(N=C2)C2CCC1(OCCO1)CC2 4-Amino-1-(1,4-dioxaspiro[4.5]dec-8-yl)-1H-pyrazolo[3,4-d]pyrimidine